C(C)(C)[C@@H]1CNC(C=2N1N=C(C2)N2[C@@H](COCC2)C)=O (R)-7-isopropyl-2-((R)-3-methylmorpholino)-6,7-dihydropyrazolo[1,5-a]pyrazin-4(5H)-one